Tri(3-ethyl-4-methyl-1-pentyl)citrate C(C)C(CCC(C(C(C(=O)[O-])(CCC(C(C)C)CC)CCC(C(C)C)CC)(O)C(=O)[O-])C(=O)[O-])C(C)C